1-(3-methoxy-4-nitrophenyl)piperidin-4-one ethyl-(2E)-2-hydrazonopropanoate C(C)OC(/C(/C)=N/N)=O.COC=1C=C(C=CC1[N+](=O)[O-])N1CCC(CC1)=O